C(C)C=1C(=NC=C(C1)C=1C=CC=C2C=CC=NC12)N ethyl-5-(quinolin-8-yl)pyridin-2-amine